NC1=C(C=C(C(=C1)F)C1CC1)N(S(=O)(=O)C)C N-(2-amino-5-cyclopropyl-4-fluorophenyl)-N-methylmethanesulfonamide